6-methyl-3-methyl-1,2,3,4-tetrahydrocarbazole CC=1C=C2C=3CC(CCC3NC2=CC1)C